NC1CCC(CC1)[C@@H](C)NC=1C=C(C=CC1C(F)(F)F)C1=NNC(O1)=O 5-[3-({(1R)-1-[(1R,4R)-4-aminocyclohexyl]ethyl}amino)-4-(trifluoromethyl)phenyl]-1,3,4-oxadiazol-2(3H)-one